(R)-3-amino-N-(6-cyano-5-fluoro-7-(piperazin-1-yl)chroman-3-yl)-4,6-dimethylthieno[2,3-b]pyridine-2-carboxamide NC1=C(SC2=NC(=CC(=C21)C)C)C(=O)N[C@H]2COC1=CC(=C(C(=C1C2)F)C#N)N2CCNCC2